xylitol pentaisobutyrate C(C(C)C)(=O)O[C@@H](COC(C(C)C)=O)[C@@H](OC(C(C)C)=O)[C@H](OC(C(C)C)=O)COC(C(C)C)=O